5-bromo-2-(3-nitro-1H-pyrazol-1-yl)pyridine BrC=1C=CC(=NC1)N1N=C(C=C1)[N+](=O)[O-]